(3R,4S)-4-Methyltetrahydrofuran-3-yl (8-amino-7-fluoro-6-(8-methyl-2-oxo-2,3-dihydro-1H-pyrido[2,3-b][1,4]oxazin-7-yl)isoquinolin-3-yl)carbamate hydrochloride Cl.NC=1C(=C(C=C2C=C(N=CC12)NC(O[C@H]1COC[C@@H]1C)=O)C1=C(C2=C(OCC(N2)=O)N=C1)C)F